FC1=C(C=C(OC[C@H]2CN(CCO2)C(=O)OC(C)(C)C)C=C1C(N[C@H](C)C=1C=NC(=NC1)C(F)(F)F)=O)C=1SC(=CN1)C tert-Butyl (R)-2-((4-fluoro-3-(5-methylthiazol-2-yl)-5-(((R)-1-(2-(trifluoromethyl)pyrimidine-5-yl)ethyl)carbamoyl)phenoxy)methyl)morpholine-4-carboxylate